2-((2S,4S)-2-((difluoromethoxy)methyl)-4-(4-(trifluoromethyl)phenoxy)pyrrolidin-1-yl)oxazol-4-carboxylic acid FC(OC[C@H]1N(C[C@H](C1)OC1=CC=C(C=C1)C(F)(F)F)C=1OC=C(N1)C(=O)O)F